N-Methyl-N-((3-(4-(3-thienyl)phenyl)-1,2,4-oxadiazol-5-yl)methyl)ethanamine CN(CC)CC1=NC(=NO1)C1=CC=C(C=C1)C1=CSC=C1